methyl 4-[(difluoromethyl)sulfanyl]-1-[(2-fluoropyridin-4-yl)methyl]pyrrole-2-carboxylate FC(F)SC=1C=C(N(C1)CC1=CC(=NC=C1)F)C(=O)OC